F[C@@H]1CN(CC[C@@H]1NC1=NN2C(C(=N1)OC)=C(C=C2)C=2C=CC1=C(N(N=N1)CC(F)(F)F)C2)C(CN2CCCC2)=O 1-((3R,4S)-3-Fluoro-4-((4-methoxy-5-(1-(2,2,2-trifluoroethyl)-1H-benzo[d][1,2,3]triazol-6-yl)pyrrolo[2,1-f][1,2,4]triazin-2-yl)amino)piperidin-1-yl)-2-(pyrrolidin-1-yl)ethan-1-one